ClC1=C(C=CC=C1Cl)C1CCN(CC1)CC=1C=C2C(N(C(C2=CC1)=O)N1C(NC(CC1)=O)=O)=O 5-((4-(2,3-dichlorophenyl)piperidin-1-yl)methyl)-2-(2,4-dioxotetrahydropyrimidin-1(2H)-yl)isoindoline-1,3-dione